The molecule is an N(6')-acetylkanamycin derived from kanamycin B. It derives from a kanamycin B. It is a conjugate base of a N(6')-acetylkanamycin B(4+). CC(=O)NC[C@@H]1[C@H]([C@@H]([C@H]([C@H](O1)O[C@@H]2[C@H](C[C@H]([C@@H]([C@H]2O)O[C@@H]3[C@@H]([C@H]([C@@H]([C@H](O3)CO)O)N)O)N)N)N)O)O